6-hydroxy-3,4,5-trimethyl-2-naphthoic acid OC=1C(=C2C(=C(C(=CC2=CC1)C(=O)O)C)C)C